6-(5-phenyl-1H-imidazol-1-yl)-3,4-dihydroquinolin-2(1H)-one C1(=CC=CC=C1)C1=CN=CN1C=1C=C2CCC(NC2=CC1)=O